C(N)([S-])=S.C[Sn+2]C.C(N)([S-])=S dimethyl-tin dithiocarbamate